C(C)C1=NC=CC(=C1NC(=O)C1=CN=C(S1)NC1=NC(=NC(=C1)N1CCN(CC1)CCO)C)C N-(2-ethyl-4-methylpyridin-3-yl)-2-((6-(4-(2-hydroxyethyl)piperazin-1-yl)-2-methylpyrimidin-4-yl)amino)thiazole-5-carboxamide